((6-(Difluoromethoxy)pyridin-3-yl)methyl)carbamic acid tert-butyl ester C(C)(C)(C)OC(NCC=1C=NC(=CC1)OC(F)F)=O